(((1-((3r,5r,7r)-adamantan-1-yl) propan-2-yl) (methyl) amino) methyl) benzoate C(C1=CC=CC=C1)(=O)OCN(C)C(CC12CC3CC(CC(C1)C3)C2)C